FC(N1N=CC(=C1C1=CC=2N(C=C1)N=C(C2)NC=2N=NC(=C(C2)C)OC)OC[C@@H]2N(CC2)CC)F 5-[2-(difluoromethyl)-4-[[(2R)-1-ethylazetidin-2-yl]methoxy]pyrazol-3-yl]-N-(6-methoxy-5-methyl-pyridazin-3-yl)pyrazolo[1,5-a]pyridin-2-amine